[K].C[Si](O)(C)C Trimethylsilanol potassium salt